NC(=S)C(=S)N Dithiooxamid